ClN(C=O)Cl Dichloromethaneamide